PHENYLMALEINIMID C1(=CC=CC=C1)C=1C(=O)NC(C1)=O